ClC1=CC(=C(C=C1)C=1C=2N(N=C(C1)C1CC(OCC1)C1=CNC(C=C1)=O)C(C(=C(N2)C)C)=O)F 9-(4-chloro-2-fluoro-phenyl)-2,3-dimethyl-7-[2-(6-oxo-1H-pyridin-3-yl)tetrahydropyran-4-yl]pyrimido[1,2-b]pyridazin-4-one